{(5S)-2-[3,5-difluoro-4-({3-[(2S)-1,1,1-trifluoropropan-2-yl]-1H-pyrrolo[2,3-b]pyridin-4-yl}oxy)anilino]-5-fluoro-5,6-dihydro-4H-1,3-oxazin-5-yl}methanol FC=1C=C(NC=2OC[C@@](CN2)(F)CO)C=C(C1OC1=C2C(=NC=C1)NC=C2[C@@H](C(F)(F)F)C)F